FC1=CC=C(C=C1)S(=O)(=O)C1=CC=C(C(=O)O)C=C1 4-[(4-Fluorophenyl)sulfonyl]benzoic acid